5,8-dihydronaphthalen-1-ol C1(=CC=CC=2CC=CCC12)O